FC(S(=O)(=O)O)(F)F.FC1=CC2=C(S(C3=C2C=C(C(=C3)F)F)C(F)(F)F)C=C1F 2,3,7,8-tetrafluoro-S-(trifluoromethyl)dibenzothiophene trifluoromethanesulfonic acid salt